1-[cyano-[4-[5-(trifluoromethyl)-1,2,4-oxadiazol-3-yl]phenyl]methyl]-3-methoxy-1,3-dimethyl-urea C(#N)C(N(C(=O)N(C)OC)C)C1=CC=C(C=C1)C1=NOC(=N1)C(F)(F)F